C(C(C)C)NC=1C2=C(N=C(N1)NC1=C(C=C(C=C1)S(=O)(=O)C)OC)NC=C2 N4-isobutyl-N2-(2-methoxy-4-(methylsulfonyl)phenyl)-7H-pyrrolo[2,3-d]pyrimidine-2,4-diamine